CN(C=CC(=O)C=1OC=CC1)C 3-(dimethylamino)-1-(furan-2-yl)prop-2-en-1-one